7a-(4-bromophenyl)-N-(2-fluoroethyl)-4b,5-dihydroxy-4-methoxy-7-phenyl-4b,6,7,7a-tetrahydro-5H-cyclopenta[4,5]furo[2,3-c]pyridine-6-carboxamide BrC1=CC=C(C=C1)C12C(C3=C(C=NC=C3OC)O1)(C(C(C2C2=CC=CC=C2)C(=O)NCCF)O)O